8-(3,3-difluoro-4,4-dimethylpyrrolidin-1-yl)-6-(2,4-dimethoxypyrimidin-5-yl)-2-(1-(trifluoromethyl)cyclopropyl)imidazo[1,2-b]pyridazine FC1(CN(CC1(C)C)C=1C=2N(N=C(C1)C=1C(=NC(=NC1)OC)OC)C=C(N2)C2(CC2)C(F)(F)F)F